3-cyclohexyl-1,5-dimethyl-1H-pyrazol-4-ol C1(CCCCC1)C1=NN(C(=C1O)C)C